C(C)(C)(C)OC(=O)N1[C@@H](CCC1)\C=C\S(NC(NC1=C(C=C(C=C1C(C)C)F)C(C)C)=O)(=O)=O tert-Butyl-(S,E)-2-(2-(N-((4-fluoro-2,6-diisopropylphenyl)carbamoyl)sulfamoyl)vinyl)-pyrrolidin-1-carboxylat